8-((2-chloropyrimidin-5-yl)methyl)-3-(thiophen-3-yl)pyrido[2,3-d]pyrimidine-2,4(3H,8H)-dione ClC1=NC=C(C=N1)CN1C=CC=C2C1=NC(N(C2=O)C2=CSC=C2)=O